2-(6-chloro-1-(2,2-difluoroethyl)-1H-indol-2-yl)-1,3,4-oxadiazole ClC1=CC=C2C=C(N(C2=C1)CC(F)F)C=1OC=NN1